2-amino-6-(1-methyl-1H-pyrazol-4-yl)pyrazolo[1,5-a]pyrazin NC1=NN2C(C=NC(=C2)C=2C=NN(C2)C)=C1